1,1-Bis(p-dodecylphenylsulfonyl)-5-n-octyl-5-aza-2,8-dioxa-1-stannacyclooctan C(CCCCCCCCCCC)C1=CC=C(C=C1)S(=O)(=O)[Sn]1(OCCN(CCO1)CCCCCCCC)S(=O)(=O)C1=CC=C(C=C1)CCCCCCCCCCCC